3-(5-{[(4-Fluorophenyl)methyl](methyl)amino}-1-(2-methoxybenzoyl)-4-methyl-1H-pyrazol-3-yl)-1-[(3-hydroxypyrrolidin-1-yl)sulfonyl]-4-(trifluoromethyl)piperidin-2-on FC1=CC=C(C=C1)CN(C1=C(C(=NN1C(C1=C(C=CC=C1)OC)=O)C1C(N(CCC1C(F)(F)F)S(=O)(=O)N1CC(CC1)O)=O)C)C